(S)-4-(3-cyclopropylpiperazin-1-yl)-N-(7-fluoro-2-methylimidazo[1,2-a]pyridin-6-yl)-2,3-dihydro-1H-pyrrolo[2,3-b]pyridine-1-carboxamide hydrochloride Cl.C1(CC1)[C@H]1CN(CCN1)C1=C2C(=NC=C1)N(CC2)C(=O)NC=2C(=CC=1N(C2)C=C(N1)C)F